[As].[Sn] tin arsenic